C(C)(=O)C1=CC(=NC(=N1)C(C)(F)F)N1CC2(C=3C=NC(=CC31)NC(C)=O)CC2 N-(1'-(6-acetyl-2-(1,1-difluoroethyl)pyrimidin-4-yl)-1',2'-dihydrospiro[cyclopropane-1,3'-pyrrolo[3,2-c]pyridin]-6'-yl)acetamide